methacryloyl-tetraethylene glycol carbonate C(O)(O)=O.C(C(=C)C)(=O)C(COCCOCCOCCO)O